C(C)NC(=O)N1CCC2(C(C2)CNC(=O)C2=CC=3C(=CN=CC3)O2)CC1 N-[[6-(ethylcarbamoyl)-6-azaspiro[2.5]octan-2-yl]methyl]furo[2,3-c]pyridine-2-carboxamide